ClC1=C(C(=CC=C1)F)N1C(C2=CC=C(C=C2C(C1)C(C(F)(F)F)C)N1N=C(N(C1=O)CC)CO)=O 2-(2-Chloro-6-fluorophenyl)-6-(4-ethyl-3-(hydroxymethyl)-5-oxo-4,5-dihydro-1H-1,2,4-triazol-1-yl)-4-(1,1,1-trifluoropropan-2-yl)-3,4-dihydroisoquinolin-1(2H)-one